C(C)N1N=CC2=CC=C(C(=C12)OC)NC1=CC(=NC=C1C(=O)NC([2H])([2H])[2H])NC1=NC=C(C=C1)N1CCOCC1 4-((1-Ethyl-7-methoxy-1H-indazol-6-yl)amino)-N-(methyl-d3)-6-((5-morpholinopyridin-2-yl)amino)nicotinamide